tert-butyl (2S,5R)-4-(2-methoxy-1-(5-(trifluoromethyl)pyridin-2-yl) ethyl)-2,5-dimethylpiperazine-1-carboxylate COCC(C1=NC=C(C=C1)C(F)(F)F)N1C[C@@H](N(C[C@H]1C)C(=O)OC(C)(C)C)C